C(C)(=O)OC(CCC)F 1-fluoro-1-butanol acetate